2,2'-bis(4,7-dimethyl-1H-inden-2-yl)biphenyl tert-butyl-2-(3-bromophenyl)-7,7-difluoro-6-hydroxy-2,5,5-trimethyl-9-(triisopropylsilyl)non-8-ynoate C(C)(C)(C)OC(C(CCC(C(C(C#C[Si](C(C)C)(C(C)C)C(C)C)(F)F)O)(C)C)(C)C1=CC(=CC=C1)Br)=O.CC1=C2C=C(CC2=C(C=C1)C)C1=C(C=CC=C1)C1=C(C=CC=C1)C=1CC2=C(C=CC(=C2C1)C)C